(S)-8-((3-hydroxy-2-methoxypropyl)thio)-6-(trifluoromethyl)-7-(5-(trifluoromethyl)thiazol-2-yl)quinazoline-2,4(1H,3H)-dione OC[C@@H](CSC=1C(=C(C=C2C(NC(NC12)=O)=O)C(F)(F)F)C=1SC(=CN1)C(F)(F)F)OC